CN1CSC2=C1C=CC=C2 3-methyl-benzothiazoline